C1(CC1)C=1C=CC(=C(C1)NC(=O)C=1OC(=CC1)C1=CC=NC=C1)N1CCC(CCC1)O N-(5-cyclopropyl-2-(4-hydroxyazepan-1-yl)phenyl)-5-(pyridin-4-yl)furan-2-carboxamide